(trans-3-(3-cyclopropyl-1H-pyrazol-1-yl)cyclobutyl)methanol C1(CC1)C1=NN(C=C1)[C@@H]1C[C@H](C1)CO